(Z)-ethyl (3-(4-bromophenyl)thiazol-2(3H)-ylidene)carbamate BrC1=CC=C(C=C1)N1/C(/SC=C1)=N/C(OCC)=O